propyl-coA C(CC)SCCNC(CCNC([C@@H](C(COP(OP(OC[C@@H]1[C@H]([C@H]([C@@H](O1)N1C=NC=2C(N)=NC=NC12)O)OP(=O)(O)O)(=O)O)(=O)O)(C)C)O)=O)=O